tert-butyl 4-[2-(2,6-dioxopiperidin-3-yl)-1,3-dioxo-2,3-dihydro-1H-isoindol-5-yl]piperazine-1-carboxylate O=C1NC(CCC1N1C(C2=CC=C(C=C2C1=O)N1CCN(CC1)C(=O)OC(C)(C)C)=O)=O